C(OOOC(C)(C)CCCC)(OCCCC)=O t-heptylperoxy n-butyl monocarbonate